(E)-1-(4-(4-(4-(2-amino-4-(difluoromethyl)pyrimidin-5-yl)-6-morpholino-1,3,5-triazin-2-yl)piperazine-1-carbonyl)piperidin-1-yl)hept-5-ene-1,4-dione NC1=NC=C(C(=N1)C(F)F)C1=NC(=NC(=N1)N1CCOCC1)N1CCN(CC1)C(=O)C1CCN(CC1)C(CCC(\C=C\C)=O)=O